ClC1=NC(=C(C(=N1)Cl)OCCNC(OC(C)(C)C)=O)NC1CC=2C3=C(NC2CC1)C=CC=N3 tert-butyl N-[2-[2,4-dichloro-6-(6,7,8,9-tetrahydro-5H-pyrido[3,2-b]indol-8-ylamino)pyrimidin-5-yl]oxyethyl]carbamate